11-mercaptoundecyl-triethoxysilane SCCCCCCCCCCC[Si](OCC)(OCC)OCC